COC1=NC(=NC2=CC3=C(C=C12)C(C(N3C)=O)(C)OC)C 4,6-dimethoxy-2,6,8-trimethyl-6,8-dihydro-7H-pyrrolo[3,2-g]quinazolin-7-one